CN1N=CC=2NCCCC21 1-methyl-4,5,6,7-tetrahydro-1H-pyrazolo[4,3-b]pyridine